C[C@H]([C@@H](CCCCCCCCC)O)O (2R,3R)-dodecane-2,3-diol